water chromium (III) [Cr+3].O